C1(=CC=C(C=C1)N=C=NCC)N=C=NCC p-phenylene-bis(ethylcarbodiimide)